4-(phenylazo)-2-naphthol C1(=CC=CC=C1)N=NC1=CC(=CC2=CC=CC=C12)O